C(=O)(OCC1=CC=CC=C1)N1CC(C(CC1)OC)C(=O)O 1-(carbobenzoxy)-4-methoxypiperidine-3-formic acid